trans-N-[4-[5-[2-(azetidin-1-ylsulfonyl)-4-bromo-phenyl]thiazol-2-yl]cyclohexyl]carbamic acid isopropyl ester C(C)(C)OC(N[C@@H]1CC[C@H](CC1)C=1SC(=CN1)C1=C(C=C(C=C1)Br)S(=O)(=O)N1CCC1)=O